2-oxaspiro[4.5]dec-3-ene C1OC=CC12CCCCC2